COCCOCCOCCOCCO[Si](C)(C)C The molecule is a polyether that is tetraethylene glycol in which the terminal hydroxy hydrogens are replaced by methyl and trimethylsilyl groups. It is a silyl ether and a polyether. It derives from a tetraethylene glycol.